CC=1C(=C(OC1C(=O)O)C(=O)O)CC methylethyl-furan-2,5-dicarboxylic acid